O=C1N=C2C=CC=CC2=C1NNC=1S\C(\C(N1)=O)=C\1/C(NC2=CC=CC=C12)=O (5Z)-2-[2-(2-Oxoindol-3-yl)hydrazinyl]-5-(2-oxo-1H-indol-3-ylidene)-1,3-thiazol-4-one